N[C@@H]1C2=CC=CC=C2CC12CCN(CC2)C=2C(=NC(=CN2)SC2=C(C(=NC=C2)Cl)Cl)[C@@H](C)O (1R)-1-{3-[(3S)-3-amino-1,3-dihydrospiro[inden-2,4'-piperidin]-1'-yl]-6-[(2,3-dichloropyridin-4-yl)sulfanyl]pyrazin-2-yl}ethan-1-ol